C(#N)NC(C)=NC N-cyano-N'-methyl-acetamidine